COCCN1N=C(C=C1)N 1-(2-methoxyethyl)pyrazol-3-amine